C(C)OC1=NOC2=C1C=CC(=C2)OCCC2CCN(CC2)C=2N=NC(=CC2)C 3-Ethoxy-6-{2-[1-(6-methylpyridazin-3-yl)piperidin-4-yl]ethoxy}-benzo[d]isoxazol